FC(C=1C=C(C=C(C1)C(F)(F)F)N(C(=O)N([C@H]1CN(C[C@H]1C1=CC=C(C=C1)F)C(=O)OC(C)(C)C)C)C)(F)F |o1:16,20| tert-butyl (3R*,4R*)-3-[{[3,5-bis(trifluoromethyl)phenyl](methyl)carbamoyl}(methyl)amino]-4-(4-fluorophenyl)pyrrolidine-1-carboxylate